4'-chloro-4,5-dihydro-2H,5'H-spiro[furan-3,7'-furo[3,4-b]pyridine] ClC1=C2C(=NC=C1)C1(OC2)COCC1